N-(3-cyclopropyl-1-phenylpropylidene)-2-methylpropane-2-sulfinamide C1(CC1)CCC(C1=CC=CC=C1)=NS(=O)C(C)(C)C